2-amino-4-diethylamino-1,3,5-triazine NC1=NC=NC(=N1)N(CC)CC